BrC1=CN=C(C=N1)OC1CNCC1 6-bromo-3-(pyrrolidin-3-yloxy)pyrazin